Cl.CN1[C@@H](CN[C@@H](C1)C)C (2r,5r)-1,2,5-trimethylpiperazine hydrochloride